tert-Butyl (1R,3S,4S)-3-(3-(1-(4-fluoro-2-(3-isopropylpyridin-4-yl)phenyl)-1H-pyrrolo[2,3-c]pyridine-3-carbonyl)azetidine-1-carbonyl)-2-azabicyclo[2.2.1]heptane-2-carboxylate FC1=CC(=C(C=C1)N1C=C(C=2C1=CN=CC2)C(=O)C2CN(C2)C(=O)[C@H]2N([C@@H]1CC[C@H]2C1)C(=O)OC(C)(C)C)C1=C(C=NC=C1)C(C)C